NC(C)P(O)=O 1-aminoethyl-phosphinic acid